[N].[N].[N].[P] phosphorus trinitrogen